5-amino-2-[(6-amino-5-fluoro-2-pyridinyl)methyl]-8-(2,6-dimethyl-4-pyridinyl)-7-phenyl-[1,2,4]triazolo[4,3-c]pyrimidin-3-one NC1=NC(=C(C=2N1C(N(N2)CC2=NC(=C(C=C2)F)N)=O)C2=CC(=NC(=C2)C)C)C2=CC=CC=C2